(4-amino-3-methyl-3H-pyrazolo[3,4-c]quinolin-8-yl)((3R)-3-(5-(trifluoromethyl)-2-pyridinyl)-4-morpholinyl)methanone NC1=NC=2C=CC(=CC2C2=C1N(N=C2)C)C(=O)N2[C@@H](COCC2)C2=NC=C(C=C2)C(F)(F)F